6-[5-[[1-[(E)-2-(aminomethyl)-3-fluoro-allyl]-5-oxo-1,2,4-triazol-4-yl]methyl]-2-thienyl]-2,2-dimethyl-4H-1,4-benzoxazin-3-one NC/C(/CN1N=CN(C1=O)CC1=CC=C(S1)C=1C=CC2=C(NC(C(O2)(C)C)=O)C1)=C\F